N=1OC=C2CNCCC21 4,5,6,7-tetrahydroisoxazolo[4,3-c]pyridine